COC1=C(C=CC=C1C1=NN(C=N1)C)NC=1C=C(N=NC1C(NC)=O)NC1=CC=C(C=N1)N1CCN(CC1)C(CCCCCCC(=O)OC)=O methyl 8-(4-(6-((5-((2-methoxy-3-(1-methyl-1H-1,2,4-triazol-3-yl) phenyl) amino)-6-(methylcarbamoyl) pyridazin-3-yl) amino) pyridin-3-yl) piperazin-1-yl)-8-oxooctanoate